2,8-dimethyl-6-(2-(piperidin-4-yl)-8-(trifluoromethoxy)imidazo[1,2-a]pyridin-6-yl)imidazo[1,2-b]pyridazine CC=1N=C2N(N=C(C=C2C)C=2C=C(C=3N(C2)C=C(N3)C3CCNCC3)OC(F)(F)F)C1